ClC=1C=C(C=CC1)N1C=C(C2=C1N=CN=C2N2[C@@H](CN(CC2)C(=O)OC(C)(C)C)C)C2=CCCC2 tert-butyl (R)-4-(7-(3-chlorophenyl)-5-(cyclopent-1-en-1-yl)-7H-pyrrolo[2,3-d]pyrimidin-4-yl)-3-methylpiperazine-1-carboxylate